(3-phenylallyl)phosphonic acid C1(=CC=CC=C1)C=CCP(O)(O)=O